8-bromo-6-methoxy-tetralin-1-one oxime BrC=1C=C(C=C2CCCC(C12)=NO)OC